4-Chloro-5-iodo-6-(trifluoromethyl)pyrimidin-2-amine ClC1=NC(=NC(=C1I)C(F)(F)F)N